3-(5-(4-((4'-fluoro-5,5-dimethyl-3,4,5,6-tetrahydro-[1,1'-biphenyl]-2-yl)methyl)-2-(trifluoromethyl)piperazine-1-carbonyl)-1-oxoisoindolin-2-yl)piperidine-2,6-dione FC1=CC=C(C=C1)C1=C(CCC(C1)(C)C)CN1CC(N(CC1)C(=O)C=1C=C2CN(C(C2=CC1)=O)C1C(NC(CC1)=O)=O)C(F)(F)F